COC1=CC=C(C=C1)COC1=NC=CC=C1 2-[(4-methoxyphenyl)methoxy]Pyridine